NC1=C2C(=NC=N1)N(N=C2N2C(=CC1=CC=CC=C21)C(=O)NC=2C=NC=CC2)C(C)(C)C (4-amino-1-tert-butyl-pyrazolo[3,4-d]pyrimidin-3-yl)-N-(3-pyridinyl)-1H-indole-2-carboxamide